N(=[N+]=[N-])CCN1N=CC2=C1C(N1C(N(C2C1)OCC1=CC=CC=C1)=O)\C=N\O (E)-1-(2-azidoethyl)-5-(benzyloxy)-6-oxo-4,5,6,8-tetrahydro-1H-4,7-methanopyrazolo[3,4-E][1,3]Diazepine-8-formaldoxime